ClC1=C(C(=CC=C1)F)C1=NN(C2=CC(=C(C=C2C1=O)F)N1N=C(N(C1=O)CC(F)(F)F)CO)C(C)C 3-(2-chloro-6-fluorophenyl)-6-fluoro-7-(3-(hydroxymethyl)-5-oxo-4-(2,2,2-trifluoroethyl)-4,5-dihydro-1H-1,2,4-triazol-1-yl)-1-isopropylcinnolin-4(1H)-one